(4-(2-fluoro-4-(1H-pyrazol-4-yl)phenyl)piperidin-1-yl)(3-hydroxycyclopentyl)methanone FC1=C(C=CC(=C1)C=1C=NNC1)C1CCN(CC1)C(=O)C1CC(CC1)O